BrC1=CN=C2C(=N1)N(C(=N2)C2=NC(=CC=C2)C(F)(F)F)C 6-bromo-1-methyl-2-(6-(trifluoromethyl)pyridin-2-yl)-1H-imidazo[4,5-b]pyrazine